3-amino-N-(3-chloro-4-fluorophenyl)-N-methyl-2-((6-methyl-4-(trifluoromethyl)pyridin-2-yl)amino)propanamide NCC(C(=O)N(C)C1=CC(=C(C=C1)F)Cl)NC1=NC(=CC(=C1)C(F)(F)F)C